C(C)(C)(C)OC(=O)N(CC(F)(F)C1=CC=CC(=N1)C(=O)O)C 6-(2-((tert-butoxycarbonyl)(methyl)amino)-1,1-difluoroethyl)picolinic acid